N-[3-[5-(2-amino-4-pyrimidinyl)-2-(1,1-dimethylethyl)-4-thiazolyl]-2-fluorophenyl]-2,6-difluoro-benzenesulfonamide NC1=NC=CC(=N1)C1=C(N=C(S1)C(C)(C)C)C=1C(=C(C=CC1)NS(=O)(=O)C1=C(C=CC=C1F)F)F